(2-Chloro-5-(difluoromethoxy)pyridin-4-yl)carbamic acid tert-butyl ester C(C)(C)(C)OC(NC1=CC(=NC=C1OC(F)F)Cl)=O